FC(=C)C(C)F 2,3-difluoro-1-butene